ethylcyclohexenyl-2,3-difluorophenol C(C)C=1C(=C(C(=C(C1)O)F)F)C1=CCCCC1